ClC=1C(=C2C=NNC2=CC1C)C=1C(=NN(C1C)C1CC2(CN(C2)C(C=C)=O)C1)C1=CC=2C(=CN=CC2)N1 1-(6-(4-(5-chloro-6-methyl-1H-indazol-4-yl)-5-methyl-3-(1H-pyrrolo[2,3-c]pyridin-2-yl)-1H-pyrazol-1-yl)-2-azaspiro[3.3]heptan-2-yl)prop-2-en-1-one